C1(=CC=CC=C1)C1=CN=C(N1)[C@@H]1NCCC1 (R)-2-(5-phenyl-1H-imidazol-2-yl)pyrrolidin